6-((tert-butyldiphenylsilyl)oxy)-4-(4-chloro-6-((S)-1-((2S,4R)-4-fluoro-1-methylpyrrolidin-2-yl)ethoxy)-1,3,5-triazin-2-yl)-3,6-dimethyl-1,4-oxazepane [Si](C1=CC=CC=C1)(C1=CC=CC=C1)(C(C)(C)C)OC1(CN(C(COC1)C)C1=NC(=NC(=N1)Cl)O[C@@H](C)[C@H]1N(C[C@@H](C1)F)C)C